C1(=CC=CC=C1)C1=C2C=CC=CC2=C(C2=CC=CC=C12)C1=CC=2B3C4=C(C=CC=C4OC2C=C1)OC=1C=CC=CC13 12-(10-phenylanthracen-9-yl)-5,9-dioxa-13b-boranaphtho[3,2,1-de]anthracene